BrC1=CC=C2C(=CC(=NC2=C1)\C=C\C1=NC=CC(=N1)C)C#N (E)-7-bromo-2-(2-(4-methylpyrimidin-2-yl)vinyl)quinoline-4-carbonitrile